N-(1-hydroxy-2-oxo-2-(4-(trifluoromethyl)phenyl)ethyl)-5-methoxybenzo[d]oxazole-2-carboxamide OC(C(C1=CC=C(C=C1)C(F)(F)F)=O)NC(=O)C=1OC2=C(N1)C=C(C=C2)OC